COC(=O)C1=NN(C(=C1)C1=CC(=CC=C1)OC)CC1=C(C=CC=C1)OC1CC1 1-[(2-Cyclopropoxyphenyl)methyl]-5-(3-methoxyphenyl)-1H-pyrazole-3-carboxylic acid methyl ester